7-[1-(2,2-difluoroethyl)-1H-pyrazolo[3,4-b]pyrazin-6-yl]-2-[6-(trifluoromethyl)pyridin-3-yl]-2,7-diazaspiro[3.5]nonane FC(CN1N=CC=2C1=NC(=CN2)N2CCC1(CN(C1)C=1C=NC(=CC1)C(F)(F)F)CC2)F